5-((Pyridin-3-Ylmethyl)Amino)Pyrazolo[1,5-a]Pyrido[4,3-e]Pyrimidine-2-Carboxylic Acid N1=CC(=CC=C1)CNC1=NC=2N(C3=C1C=CN=C3)N=C(C2)C(=O)O